ClC1=C(C(=CC=C1)Cl)C=1N=C(C2=C(N1)CNC2=O)NC2=CC=C(C=C2)CC(=O)OCC ethyl 2-(4-((2-(2,6-dichlorophenyl)-5-oxo-6,7-dihydro-5H-pyrrolo[3,4-d]pyrimidin-4-yl)amino)phenyl)acetate